Bis(3-methyldimethoxysilylpropyl)disulfide C[Si](CCCSSCCC[Si](OC)(OC)C)(OC)OC